C(C)(C)(C)OC(C[C@H](NC(=O)OCC1C2=CC=CC=C2C2=CC=CC=C12)C(=O)O)=O FMOC-aspartic acid-4-tert-butyl ester